C(C)OC1=NC=2C(=NC=CC2)N1C(=O)NCCC(C)C Ethoxy-N-iso-pentyl-3H-imidazo[4,5-b]pyridine-3-carboxamide